FCCOCCN1N=C2C=CC(=CC2=C1)C=O 2-(2-(2-fluoroethoxy)ethyl)-2H-indazole-5-carbaldehyde